((R)-2-(((2R,3S,4R,5R)-5-(6-chloro-4-(cyclopentylamino)-1H-pyrazolo[3,4-d]pyrimidin-1-yl)-3,4-dihydroxytetrahydrofuran-2-yl)methoxy)-1-hydroxyhex-4-yn-2-yl)phosphonic acid ClC1=NC(=C2C(=N1)N(N=C2)[C@H]2[C@@H]([C@@H]([C@H](O2)CO[C@](CO)(CC#CC)P(O)(O)=O)O)O)NC2CCCC2